C1(CC1)C1=C(C(=NO1)C1=C(C=CC=C1Cl)Cl)C(=O)O[C@@H]1[C@H]2CN([C@@H](C1)C2)C=2SC1=C(N2)C(=CC(=C1)C(=O)O)F 2-[(1R,4R,5S)-5-[5-cyclopropyl-3-(2,6-dichlorophenyl)-1,2-oxazole-4-carbonyloxy]-2-azabicyclo[2.2.1]heptan-2-yl]-4-fluoro-1,3-benzothiazole-6-carboxylic acid